N-[1-({3,4-Difluoro-2-[(2-fluoro-4-iodophenyl)amino]phenyl}carbonyl)azetidin-3-yl]-N2,N2-dimethylglycinamide FC=1C(=C(C=CC1F)C(=O)N1CC(C1)NC(CN(C)C)=O)NC1=C(C=C(C=C1)I)F